4-(benzo[b]thiophen-4-yl)-1-(cyclopentanecarbonyloxymethyl)-1-(4-(2-oxo-1,2-dihydroquinolin-7-yloxy)butyl)piperazin-1-ium iodide [I-].S1C2=C(C=C1)C(=CC=C2)N2CC[N+](CC2)(CCCCOC2=CC=C1C=CC(NC1=C2)=O)COC(=O)C2CCCC2